2,5-difluoro-N-(thiazol-4-yl)-benzamide FC1=C(C(=O)NC=2N=CSC2)C=C(C=C1)F